OC1=C(C2=CC(=CC=C2C=C1)O)CC1=C(C=CC2=CC=C(C=C12)O)O bis(2,7-dihydroxynaphthyl)methane